1-dimethylmethoxysilyl-6-bis(dimethylamino)phenylsilylhexane C[Si](CCCCCC[Si](C1=CC=CC=C1)(N(C)C)N(C)C)(OC)C